1-(2-(benzofuran-5-ylamino)-5-methylpyrimidin-4-yl)-N-(1-(3-chlorophenyl)-2-hydroxyethyl)-1H-pyrrole-3-amide O1C=CC2=C1C=CC(=C2)NC2=NC=C(C(=N2)N2C=C(C=C2)C(=O)NC(CO)C2=CC(=CC=C2)Cl)C